CN(CC(=O)O)CC(=O)O.IC1=CC=C(C=C1)B(O)O 4-iodophenylboronic acid methyliminodiacetate